FC=1C(=NC=CC1CN1C(C(C1)O)C)C=1C=C2CN(C(C2=CC1)=O)C1C(NC(CC1)=O)=O 3-(5-(3-fluoro-4-((3-hydroxy-2-methylazetidin-1-yl)methyl)pyridin-2-yl)-1-oxoisoindolin-2-yl)piperidine-2,6-dione